BrC=1C(=NC(=NC1)Cl)NC1=C(C=CC=C1)S(=O)(=O)C(C)C 5-bromo-2-chloro-N-(2-(isopropylsulfonyl)phenyl)pyrimidin-4-amine